[Cl-].[Cl-].[Ti+2].ClC1=C(OC2=C(C(=C(C2)C)C)C)C(=CC(=C1)Cl)Cl 2,4,6-trichlorophenoxy(2,3,4-trimethylcyclopentadiene) titanium dichloride